2,6-di-tert-butyl-4-(methoxymethylene)cyclohexa-2,5-dienone C(C)(C)(C)C=1C(C(=CC(C1)=COC)C(C)(C)C)=O